(E)-N,N-dimethyl-2-(1-(pyridin-2-yl)ethylidene)hydrazine-1-carbothioamide CN(C(=S)N/N=C(\C)/C1=NC=CC=C1)C